tert-butyl 4-[8-({8-fluoro-2-methylimidazo[1,2-a]pyridin-6-yl}carbamoyl)-2-(2-methoxyethoxy)quinazolin-5-yl]piperazine-1-carboxylate FC=1C=2N(C=C(C1)NC(=O)C=1C=CC(=C3C=NC(=NC13)OCCOC)N1CCN(CC1)C(=O)OC(C)(C)C)C=C(N2)C